1-methylpiperidine-4-carboxylic acid hydrochloride Cl.CN1CCC(CC1)C(=O)O